FC(F)[SiH2]CCC#N 3-(difluoromethylsilyl)propanenitrile